NCC=1NC(C=2SC(=C3OCCCC1C32)C=3C=NNC3)=O 7-(aminomethyl)-2-(1H-pyrazol-4-yl)-12-oxa-3-thia-6-azatricyclo[6.4.1.04,13]trideca-1,4(13),7-trien-5-one